C(C)N=CCCN(C)C 3-(ethylimino)-N,N-dimethyl-propan-1-amine